NC1=C(C=C(C(=C1)C=C)N)C=C 1,4-diamino-2,5-divinyl-benzene